CC(C)(C(CC)C)C 2,2,3-trimethylpenTan